ClC1=CC=CC2=C1C1(CCCC1)S(N2)(=O)=O 4-Chloro-1H-spiro[2,1-benzothiazol-3,1'-cyclopentan]-2,2-dioxid